1-((3-(benzo[d]thiazol-2-yl)-6-(tert-butoxycarbonyl)-4,5,6,7-tetrahydrothieno[2,3-c]pyridin-2-yl)amino)-1-oxo-7,10,13,16,19,22-hexaoxa-4-azapentacosan-25-oic acid S1C(=NC2=C1C=CC=C2)C2=C(SC=1CN(CCC12)C(=O)OC(C)(C)C)NC(CCNCCOCCOCCOCCOCCOCCOCCC(=O)O)=O